CCCCC/C=C\\C/C=C\\C/C=C\\C/C=C\\CCCC(=O)OC[C@H](COP(=O)(O)OC1[C@@H]([C@H](C([C@H]([C@H]1O)O)O)O)O)O The molecule is a 1-acyl-sn-glycero-3-phospho-1D-myo-inositol in which the 1-acyl group is specified as arachidonoyl. It has a role as a human metabolite. It derives from an arachidonic acid. It is a conjugate acid of a 1-arachidonoyl-sn-glycero-3-phospho-1D-myo-inositol(1-).